C(=CC)OC(F)(F)F perfluoromethyl propenyl ether